C(CCCCCCC\C=C/C\C=C/C\C=C/CC)(=O)OCC(C)COC(CCCCCCC\C=C/C\C=C/CCCCC)=O 2-((((9Z,12Z)-octadeca-9,12-dienoyl)oxy)methyl)propyl (9Z,12Z,15Z)-octadeca-9,12,15-trienoate